4-methyl-2-(N-methyl-3-(3-(5-methyl-1,2,4-oxadiazol-3-yl)benzoylamino)propionylamino)thiazole-5-carboxylic acid ethyl ester C(C)OC(=O)C1=C(N=C(S1)N(C)C(CCNC(C1=CC(=CC=C1)C1=NOC(=N1)C)=O)=O)C